NC=1C(=NC=C(C1)B(O)O)OC 3-amino-2-methoxypyridine-5-boronic acid